(2,3,6-triethyl-1,4-phenylene) oxide C(C)C1=C2C(=CC(=C1CC)O2)CC